OCC1=C2CCN(C(C2=CC=C1)C)C(=O)OC(C)(C)C tert-butyl 5-(hydroxymethyl)-1-methyl-3,4-dihydroisoquinoline-2(1H)-carboxylate